N,N'-bis[2-(1H-imidazol-4-yl)ethyl]propanediamide difumarate C(\C=C\C(=O)O)(=O)O.C(\C=C\C(=O)O)(=O)O.N1C=NC(=C1)CCNC(CC(=O)NCCC=1N=CNC1)=O